FC1=NC(=C2N=CN(C2=N1)C1OCCC1)NC\C=C(/CO)\C 2-fluoro-6-(Z)-[(4-hydroxy-3-methylbut-2-en-1-yl)amino]-9-(tetrahydrofuran-2-yl)-9H-purine